2-fluoro-N-((2R)-1-(7-(4-fluorophenyl)-9-methyl-10-oxo-3,9-diazaspiro[5.5]undecan-3-yl)-3-methyl-1-oxobutan-2-yl)-5-methylbenzamide FC1=C(C(=O)N[C@@H](C(=O)N2CCC3(CC2)C(CN(C(C3)=O)C)C3=CC=C(C=C3)F)C(C)C)C=C(C=C1)C